5-methylenecyclopenta[b]furan C=C1C=C2C(OC=C2)=C1